2-[(2R)-2,3-dihydro-1-benzofuran-2-yl]-5-[(5-methoxypyridin-2-yl)methoxy]-1,3-benzoxazole O1[C@H](CC2=C1C=CC=C2)C=2OC1=C(N2)C=C(C=C1)OCC1=NC=C(C=C1)OC